C(C1=CC=CC=C1)OC1=C(C=CC=C1)C(C)=O 1-(2-(benzyloxy)phenyl)ethan-1-one